(4-cyclopropoxyphenyl)-7-(difluoromethyl)-6-(3-azaspiro[5.5]undec-8-en-9-yl)-7H-pyrrolo[2,3-d]pyrimidin-4-amine C1(CC1)OC1=CC=C(C=C1)C=1N=C(C2=C(N1)N(C(=C2)C2=CCC1(CCNCC1)CC2)C(F)F)N